P(=O)(OCCCCCCCCCCCCCC)([O-])[O-].[Na+].[Na+] sodium monomyristyl phosphate